OC=1C=C(C(=O)OCCC2=CC(=NO2)[C@]2([C@@H](N3C(C[C@H]3S2(=O)=O)=O)C(=O)O)C)C=CC1O (2S,3R,5R)-3-(5-(2-((3,4-dihydroxybenzoyl)oxy)ethyl)isoxazol-3-yl)-3-methyl-7-oxo-4-thia-1-azabicyclo[3.2.0]heptane-2-carboxylic acid 4,4-dioxide